ethyl-8-(2-{9-[(dimethylamino)methyl]heptadecyl}cyclopropyl)octanoate C(C)OC(CCCCCCCC1C(C1)CCCCCCCCC(CCCCCCCC)CN(C)C)=O